C(C)(C)(C)S(=O)(=O)C1(CC1)CN1C(C2=C(CC1)C(=C(S2)C)C(=O)NCC2=CC=C(C=C2)Cl)=O 6-((1-(tert-butylsulfonyl)cyclopropyl)methyl)-N-(4-chlorobenzyl)-2-methyl-7-oxo-4,5,6,7-tetrahydrothieno[2,3-c]pyridine-3-carboxamide